[Cl].[Cl].C(C)OC=1C=C(C=2N(C1)N=C1C2C=NN1)C=1C=CC(=NC1)N1CCCCC1 (3R,4S)-1-(5-(6-ethoxy-1H-pyrazolo[3',4':3,4]pyrazolo[1,5-a]pyridin-4-yl)pyridin-2-yl)piperidin di-chlorine